O(C1=CC=CC=C1)C1=CC=C(C=C1)C1=NNC2=NC=NC(=C21)N2C[C@@H](CCC2)NC(C#CC)=O (R)-N-(1-(3-(4-phenoxyphenyl)-1H-pyrazolo[3,4-d]pyrimidin-4-yl)piperidin-3-yl)-but-2-ynamide